C1(CCC1)C1=CC(=NN1)C(=O)OCC ethyl 5-cyclobutyl-1H-pyrazole-3-carboxylate